ethyl-thiotetrazole C(C)SC1=NN=NN1